1-((1R,5S)-8-(7-(3-hydroxynaphthalen-1-yl)-2-(((S)-1-methylpyrrolidin-2-yl)methoxy)quinazolin-4-yl)-3,8-diazabicyclo[3.2.1]octan-3-yl)-2-(methylamino)ethan-1-one OC=1C=C(C2=CC=CC=C2C1)C1=CC=C2C(=NC(=NC2=C1)OC[C@H]1N(CCC1)C)N1[C@H]2CN(C[C@@H]1CC2)C(CNC)=O